2,3-dihydroxypropan-1-one OC(C=O)CO